N1(CCOCC1)C(=O)C1=CC=C(C=C1)NC(CC1=C(C=CC=2N1C=NC2)C2=CC=CC=C2)=O N-(4-(morpholine-4-carbonyl)phenyl)-2-(6-phenylimidazo[1,5-a]pyridin-5-yl)acetamide